C1N(CC12NCCC2)C2=CC=C(CCNC(=O)C1=C(C=3C(=NC(=CC3)C)S1)N)C=C2 N-(4-(2,5-diazaspiro[3.4]octan-2-yl)phenethyl)-3-amino-6-methylthieno[2,3-b]pyridine-2-carboxamide